NC1=C(OCC(C(=O)OC(C)(C)C)=C)C=C(C(=C1)OC)Cl tert-butyl 2-((2-amino-5-chloro-4-methoxyphenoxy)methyl)acrylate